COC1=C(CNC2=NC(=CC=3C2=NN(N3)CC3=NC=CC=C3F)C3=C(C#N)C=CC=C3)C=CC(=C1)OC (4-((2,4-Dimethoxybenzyl)amino)-2-((3-fluoropyridin-2-yl)methyl)-2H-[1,2,3]triazolo[4,5-c]pyridin-6-yl)benzonitrile